(acetyl)-N-acetyl-5-hydroxytryptamine C(C)(=O)N(CCC1=CNC2=CC=C(C=C12)O)C(C)=O